1-phenylbutan-2-one C1(=CC=CC=C1)CC(CC)=O